C=C(CCN1CCOCC1)C=CC(CCN1CCOCC1)=C N,N'-(3,6-dimethyleneoct-4-ene-1,8-diyl)bis(morpholine)